FC=1C(NC(N(C1)[C@H]1C[C@@H]2OP(OC[C@H]2O1)(=O)OCCCCCC(C)C)=O)=O 5-Fluoro-1-((4aR,6R,7aS)-2-(6-methylheptyloxy)-2-oxidotetrahydro-4H-furo[3,2-d][1,3,2]dioxaphosphinin-6-yl)pyrimidine-2,4(1H,3H)-dione